ClC1=CC(=C(C=C1C(=O)OC1CC1)C=1C(C(=C(N(C1C)CC)C1=CC(=C(C=C1)Cl)Cl)C(=O)O)=O)F 5-[4-chloro-5-(cyclopropoxycarbonyl)-2-fluoro-phenyl]-2-(3,4-dichlorophenyl)-1-ethyl-6-methyl-4-oxo-pyridine-3-carboxylic acid